O=C([C@H](O)[C@@H](O)[C@H](O)[C@H](O)CO)[O-].O=C([C@H](O)[C@@H](O)[C@H](O)[C@H](O)CO)[O-].[K+].[K+].C(C1=CC=CC=C1)OC1C(COC2=CC=CC=C12)CO (4-(benzyloxy)chroman-3-yl)methanol dipotassium digluconate